N=1C(C=CC=C2C1C=CC=C2)=O 2H-1-benzazepin-2-one